(Z)-2-(2-Chloro-3-(2,3-difluorophenoxy)-6-(2-fluoro-2-(1-(pyridazin-4-yl)-1H-pyrazol-3-yl)vinyl)phenyl)-9-(cyclopropylmethyl)-2,9-diazaspiro[5.5]undecane ClC1=C(C(=CC=C1OC1=C(C(=CC=C1)F)F)\C=C(\C1=NN(C=C1)C1=CN=NC=C1)/F)N1CC2(CCC1)CCN(CC2)CC2CC2